2-iodo-9H-purine IC1=NC=C2N=CNC2=N1